3-(trifluoromethyl)-5-vinyl-aniline FC(C=1C=C(N)C=C(C1)C=C)(F)F